CC(C)OC1=C(C=C2C=CN=CC2=C1)C(=O)N 7-(propan-2-yloxy)isoquinoline-6-carboxamide